N-methyl-N-(m-tolyl)isoindoline-1-carboxamide CN(C(=O)C1NCC2=CC=CC=C12)C=1C=C(C=CC1)C